C(C1=CC=CC=C1)OC1=C(/C=C/C2=CC=C(S2)/C=C/C2=C(C(OC2(C(F)(F)F)C2=CC=CC=C2)=C(C#N)C#N)C#N)C=CC(=C1)N(C)CCO 2-[4-[(E)-2-[5-[(E)-2-Benzyloxy-4-[(2-hydroxyethyl)(methyl)amino]styryl]thiophen-2-yl]vinyl]-3-cyano-5-phenyl-5-(trifluoromethyl)furan-2(5H)-ylidene]malononitrile